NC1=CC2=CN(N=C2C=C1OCC1CC1)C1CCC(CC1)=O 4-[5-amino-6-(cyclopropylmethoxy)indazol-2-yl]cyclohexanone